FC=1C=C(C=C(C1)F)C1=C(C(=NC=C1)N1CCCC1)C1=NC2=C(N1)C=CC=C2 2-(4-(3,5-difluorophenyl)-2-(pyrrolidin-1-yl)pyridin-3-yl)-1H-benzo[d]imidazole